COC=1C=C2C(N(N=C(C2=CC1)C1=CC=C(CNS(=O)(=O)NC(OC(C)(C)C)=O)C=C1)C)=O tert-butyl (N-(4-(6-methoxy-3-methyl-4-oxo-3,4-dihydrophthalazin-1-yl)benzyl)sulfamoyl)carbamate